C(C1=CC=CC=C1)N(S(=O)(=O)C1=C(C=CC=C1)[N+](=O)[O-])C1=CC=C(C=C1)N1C2=C(NC(CC1=O)=O)C1=CC=CC=C1C=C2 N-benzyl-N-[4-(2,4-dioxo-1,2,3,4-tetrahydronaphtho[1,2-b][1,4]diazepin-5-yl)phenyl]-2-Nitrobenzenesulfonamide